methyl 4-[3-[2,6-dichloro-4-[1-(oxetan-2-yl) pyrazol-4-yl] benzoyl]-2,4-dihydro-1,3-benzoxazin-8-yl]-5-fluoro-2-morpholin-4-ylbenzoate ClC1=C(C(=O)N2COC3=C(C2)C=CC=C3C3=CC(=C(C(=O)OC)C=C3F)N3CCOCC3)C(=CC(=C1)C=1C=NN(C1)C1OCC1)Cl